[C@H]12CN(C[C@H](CC1)N2)C2=NC(=NC1=C(C(=CC=C21)C2=CC(=CC1=CC=CC=C21)O)F)OCC(C)(C)NC(=O)N 1-(1-((4-((1R,5S)-3,8-diazabicyclo[3.2.1]octan-3-yl)-8-fluoro-7-(3-hydroxynaphthalen-1-yl)quinazolin-2-yl)oxy)-2-methylpropan-2-yl)urea